2-{6-[(3S,5R)-3,5-dimethylpiperazin-1-yl]pyridazin-3-yl}-5-([1,2,4]triazolo[1,5-a]pyridin-6-yl)pyridin-3-ol C[C@H]1CN(C[C@H](N1)C)C1=CC=C(N=N1)C1=NC=C(C=C1O)C=1C=CC=2N(C1)N=CN2